ClC1=CC=CN2C=C(C=C12)C(=O)N1CC=2C(CC1)=NNC2C(=O)NC(C(F)(F)F)C 5-(8-chloroindolizine-2-carbonyl)-N-(1,1,1-trifluoropropan-2-yl)-2H,4H,5H,6H,7H-pyrazolo[4,3-c]pyridine-3-carboxamide